3,7-dimethyl-2-methylene-6-octen-1-ol CC(C(CO)=C)CCC=C(C)C